C(CCCCCCCCCCCCCCCCCC)[Si](OC)(CCCCCCCCCCCCCCCCCCC)CCCCCCCCCCCCCCCCCCC tri-n-nonadecylmethoxysilane